O=C1NC(CCC1N1C(C2=CC=C(C=C2C1)NC(=O)N1CCC2=C(C=CC=C12)F)=O)=O N-(2-(2,6-dioxopiperidin-3-yl)-1-oxoisoindolin-5-yl)-4-fluoroindoline-1-carboxamide